2-chloro-2,2-difluoroacetic acid ClC(C(=O)O)(F)F